3-(1-Methyl-6-(4-(piperidin-4-yloxy)piperidin-1-yl)-1H-indazol-3-yl)piperidine-2,6-dione CN1N=C(C2=CC=C(C=C12)N1CCC(CC1)OC1CCNCC1)C1C(NC(CC1)=O)=O